NC[C@H]1CC(=NO1)C1=CC(=C(C(=C1)F)C1(CCS(CC1)(=O)=NC)F)F 4-{4-[(5R)-5-(aminomethyl)-4,5-dihydro-1,2-oxazol-3-yl]-2,6-difluorophenyl}-4-fluoro-1-(methylimino)-1λ6-thian-1-one